3,5-dibromopyrazole BrC1=NNC(=C1)Br